2-(4,4-difluorocyclohex-1-en-1-yl)-4,4,5,5-tetramethyl-1,3,2-dioxaborolan FC1(CC=C(CC1)B1OC(C(O1)(C)C)(C)C)F